methyl 1-methyl-3-(1H-pyrazol-1-yl)-1H-pyrrolo[2,3-b]pyridine-6-carboxylate CN1C=C(C=2C1=NC(=CC2)C(=O)OC)N2N=CC=C2